(3R,4S)-3-cyclopropyl-1-[6-(5-methoxypyrazin-2-yl)pyrrolo[1,2-b]pyridazin-4-yl]-4-methyl-2-oxopyrrolidine-3-carbonitrile C1(CC1)[C@]1(C(N(C[C@H]1C)C=1C=2N(N=CC1)C=C(C2)C2=NC=C(N=C2)OC)=O)C#N